7-methylthio-3-nitro[1,2,4]triazolo[5,1-c][1,2,4]triazin-4(1H)-One CSC1=NN2C(NN=C(C2=O)[N+](=O)[O-])=N1